N1C(C=CC=C1)=O 2-Pyridone